2-({4-[N-(4-Fluorobicyclo[4.2.0]octa-1,3,5-trien-7-yl)-N'-hydroxycarbamimidoyl]-1,2,5-oxadiazol-3-yl}oxy)-N-(2-hydroxyethyl)-2-methylpropanamid FC1=CC=C2CC(C2=C1)NC(=NO)C=1C(=NON1)OC(C(=O)NCCO)(C)C